(4-chlorobutyl)trimethoxysilane ClCCCC[Si](OC)(OC)OC